2-methacryloxyethyl-N,N-dimethylammonio propanesulfonate C(CC)S(=O)(=O)O[N+](C)(C)CCOC(C(=C)C)=O